CC1CC2=CC=C(C=C2CC1)C 2,6-dimethyltetralin